N-{(6R,7aR)-2-[6-chloro-4-(2,6-difluorophenyl)-1,2-benzoxazol-3-yl]-7,7-difluoro-3-oxohexahydro-1H-pyrrolo[1,2-c]imidazol-6-yl}ethanesulfonamide ClC1=CC2=C(C(=NO2)N2C(N3[C@H](C2)C([C@@H](C3)NS(=O)(=O)CC)(F)F)=O)C(=C1)C1=C(C=CC=C1F)F